N-(1-(6,7-Difluoro-1-oxo-1,2-dihydroisoquinolin-4-yl)ethyl)-N-(3-hydroxypropyl)-2-(1H-indol-2-yl)acetamide FC=1C=C2C(=CNC(C2=CC1F)=O)C(C)N(C(CC=1NC2=CC=CC=C2C1)=O)CCCO